N-[5-Chloro-6-(triazol-2-yl)-3-pyridyl]-1-(3-methyl-1-oxido-pyridin-1-ium-4-yl)-5-(trifluoromethyl)pyrazole-4-carboxamide ClC=1C=C(C=NC1N1N=CC=N1)NC(=O)C=1C=NN(C1C(F)(F)F)C1=C(C=[N+](C=C1)[O-])C